FC1(OC2=C(O1)C=CC(=C2)/C=C/C(=O)N2CCN(CC2)C(C2=CC(=NC=C2)OC2COC2)=O)F (E)-3-(2,2-difluorobenzo[d][1,3]dioxol-5-yl)-1-(4-(2-(oxetan-3-yloxy)isonicotinoyl)piperazin-1-yl)prop-2-en-1-one